FC=1C=C(C(=O)N2C(C3=CC=CC=C3C2=O)=O)C=CC1 2-(3-fluorobenzoyl)isoindoline-1,3-dione